(Z,Z)-9,11-Tetradecadien-1-ol C(CCCCCCC\C=C/C=C\CC)O